tert-butyl ((1r,4r)-4-((7-(5-(2-(cyclopentyloxy)-4-fluorophenoxy)pyrimidin-4-yl)-2,7-diazaspiro[4.4]nonan-2-yl)methyl)cyclohexyl)carbamate C1(CCCC1)OC1=C(OC=2C(=NC=NC2)N2CC3(CCN(C3)CC3CCC(CC3)NC(OC(C)(C)C)=O)CC2)C=CC(=C1)F